trans-N-(6,8-dichloro-2,7-naphthyridin-3-yl)-2-[1-(2-methoxyethyl)-1H-pyrazol-4-yl]Cyclopropane-1-carboxamide ClC=1C=C2C=C(N=CC2=C(N1)Cl)NC(=O)[C@H]1[C@@H](C1)C=1C=NN(C1)CCOC